C(N)(=O)C=1N=C(SC1C)SCC(=O)NC[C@H]1CN(CCO1)CC1=CC(=C(C=C1)Cl)Cl (2S)-(4-carbamoyl-5-methylthiazol-2-ylsulfanyl)-N-{[4-(3,4-dichlorobenzyl)morpholin-2-yl]methyl}acetamide